2-(3-fluoro-5-(2-fluoropropan-2-yl)-2-methoxyphenyl)-2-((R)-3-((5-(5,6,7,8-tetrahydro-1,8-naphthyridin-2-yl)pentyl)oxy)pyrrolidin-1-yl)acetic acid FC=1C(=C(C=C(C1)C(C)(C)F)C(C(=O)O)N1C[C@@H](CC1)OCCCCCC1=NC=2NCCCC2C=C1)OC